2-(3-(3-(2,4-difluorophenyl)-4-oxo-3,4-dihydro-phthalazin-1-yl)phenyl)-2-methylpropanamide FC1=C(C=CC(=C1)F)N1N=C(C2=CC=CC=C2C1=O)C=1C=C(C=CC1)C(C(=O)N)(C)C